FC(F)(F)S(=O)(=O)OC1=CC=NC=C1 Pyridin-4-yl trifluoromethylsulfonate